tertbutyl (S)-2-(3-(prop-1-en-2-yl)thiophen-2-yl)pyrrolidine-1-carboxylate C=C(C)C1=C(SC=C1)[C@H]1N(CCC1)C(=O)OC(C)(C)C